FC1=C(C=CC(=C1)C1=NN(C=N1)C1=CC=C(C=C1)OC(F)(F)F)NC(=O)\N=C\1/SCC(N1C1=CC=CC2=CC=CC=C12)=O (Z)-1-(2-fluoro-4-(1-(4-(trifluoromethoxy)phenyl)-1H-1,2,4-triazol-3-yl)phenyl)-3-(3-(naphthalen-1-yl)-4-oxothiazolidine-2-ylidene)urea